(1-fluorocyclopentyl)methyl 4-methylbenzenesulfonate CC1=CC=C(C=C1)S(=O)(=O)OCC1(CCCC1)F